3-methyl-1-trifluoromethyl-2,4-pentanediol dibenzenesulfonate C1(=CC=CC=C1)S(=O)(=O)OC(CC(F)(F)F)C(C(C)OS(=O)(=O)C1=CC=CC=C1)C